COC1=CC=C(CN(C2=CC(=C(C(=N2)Cl)/C=C/CCC(=O)OC)B2OC(C(O2)(C)C)(C)C)CC2=CC=C(C=C2)OC)C=C1 methyl (E)-5-(6-(bis(4-methoxybenzyl)amino)-2-chloro-4-(4,4,5,5-tetramethyl-1,3,2-dioxaborolan-2-yl)pyridin-3-yl)pent-4-enoate